2-(3-tert-butyl-5-(octoxycarbonylethyl)-2-hydroxyphenyl)benzotriazole C(C)(C)(C)C=1C(=C(C=C(C1)CCC(=O)OCCCCCCCC)N1N=C2C(=N1)C=CC=C2)O